FC=1C=C(C(=NC1)C1=C(C=C(C=C1)F)C(C)O)CN1C=NC=C1 1-((5-fluoro-2-(4-fluoro-2-(1-hydroxyethyl)phenyl)pyridin-3-yl)methyl)-1H-imidazole